COC1=CC=C(C=C1)C1CCC(CC1)C(CCCCCC)O 1-(4-(4-methoxyphenyl)cyclohexyl)heptan-1-ol